5-((5-(6-(((1R,3S)-3-aminocyclopentyl)oxy)-3-chloro-2-fluorophenyl)-1H-pyrazol-3-yl)amino)pyrazine-2-carbonitrile N[C@@H]1C[C@@H](CC1)OC1=CC=C(C(=C1C1=CC(=NN1)NC=1N=CC(=NC1)C#N)F)Cl